(3R)-1-(1-((5-chloro-2-pyrimidinyl)methyl)-5,6-difluoro-1H-benzimidazol-2-yl)-4,4-difluoro-3-piperidinamine ClC=1C=NC(=NC1)CN1C(=NC2=C1C=C(C(=C2)F)F)N2C[C@H](C(CC2)(F)F)N